N1C=NC(=C1)CCC(=O)OC1CCC2(C3CCC4(C(CCC4C3CC=C2C1)[C@H](CC)CCCCC)C)C 10,13-dimethyl-17-((R)-methylheptan-2-yl)-2,3,4,7,8,9,10,11,12,13,14,15,16,17-tetradecahydro-1H-cyclopenta[a]phenanthren-3-yl 3-(1H-imidazol-4-yl)propanoate